13-docosenol C(CCCCCCCCCCCC=CCCCCCCCC)O